(S)-quinuclidin-3-yl (5-(2,3-dimethoxyphenyl)-2,2-dimethyl-2,3-dihydro-1H-inden-1-yl)carbamat COC1=C(C=CC=C1OC)C=1C=C2CC(C(C2=CC1)NC(O[C@@H]1CN2CCC1CC2)=O)(C)C